methyl (S)-5-fluoro-3-((R)-5-isopropyl-3-(isoquinolin-1-yl)-4,5-dihydroisoxazole-5-carboxamido)-4-oxopentanoate FCC([C@H](CC(=O)OC)NC(=O)[C@@]1(CC(=NO1)C1=NC=CC2=CC=CC=C12)C(C)C)=O